5-methyl-3-phenyl-isoxazole-4-carboxamide hydrochloride Cl.CC1=C(C(=NO1)C1=CC=CC=C1)C(=O)N